BrC1=C(C=C2C(=NC(=NC2=C1F)OC[C@]12CCCN2C[C@@H](C1)F)N(C)C)Cl 7-bromo-6-chloro-8-fluoro-2-(((2R,7aS)-2-fluorohexahydro-1H-pyrrolizin-7a-yl)methoxy)-N,N-dimethylquinazolin-4-amine